(5-fluoro-7-methyl-benzimidazol-1-yl)-aniline FC1=CC2=C(N(C=N2)NC2=CC=CC=C2)C(=C1)C